CC1=C(C(OC2=C1C=C(C=C2)O)C2=CC=C(C=C2)OC[C@H](C)N2C[C@@H](CC2)C)C2=C(C=CC=C2)C 4-methyl-2-(4-((S)-2-((R)-3-methylpyrrolidin-1-yl)propoxy)phenyl)-3-(o-tolyl)-2H-benzopyran-6-ol